4-amino-2-(1-(2-methylthioethyl)-2,6-dioxopiperidin-3-yl)isoindolin-1,3-dione NC1=C2C(N(C(C2=CC=C1)=O)C1C(N(C(CC1)=O)CCSC)=O)=O